N-(1-(3-Formylpyrazin-2-yl)ethyl)-N-methyl-3,5-bis(trifluoromethyl)benzamide C(=O)C=1C(=NC=CN1)C(C)N(C(C1=CC(=CC(=C1)C(F)(F)F)C(F)(F)F)=O)C